Benzyl (4S)-4-((S)-3-(benzyloxy)-2-(6-methylheptanamido)propanamido)-2,6-dimethyl-3-oxoheptanoate C(C1=CC=CC=C1)OC[C@@H](C(=O)N[C@H](C(C(C(=O)OCC1=CC=CC=C1)C)=O)CC(C)C)NC(CCCCC(C)C)=O